C(C)(C)(C)OC(COCCOCCOCCOCC(=O)OCC)=O 1-Ethyl 2-[2-[2-[2-(2-tert-butoxy-2-oxo-ethoxy) ethoxy]ethoxy]ethoxy]acetate